(6-(7-methyl-5H-pyrrolo[2,3-b]pyrazin-2-yl)-8-((R)-morpholin-3-yl)-3,4-dihydroisoquinolin-2(1H)-yl)((S)-tetrahydrofuran-3-yl)methanone CC1=CNC2=NC=C(N=C21)C=2C=C1CCN(CC1=C(C2)[C@H]2NCCOC2)C(=O)[C@@H]2COCC2